FC(CN1CC(N(CC1)CC1=C2C=CNC2=C(C=C1OC)C)C1=CC(=C(C(=O)O)C=C1)NC1CCOCC1)F 4-(4-(2,2-difluoroethyl)-1-((5-methoxy-7-methyl-1H-indol-4-yl)methyl)piperazin-2-yl)-2-((tetrahydro-2H-pyran-4-yl)amino)benzoic acid